CCCCCCCCCCCCCCCCCCCCCCCCCCC normal heptacosane